methyl 4-chloro-6-(2-chloro-6-fluorophenyl)pyridazine-3-carboxylate ClC1=C(N=NC(=C1)C1=C(C=CC=C1F)Cl)C(=O)OC